Anthra[2,1-d]thiazole S1C=NC2=C1C1=CC3=CC=CC=C3C=C1C=C2